OC1=C(C=CC=C1)C(CCC(=O)O)(C)C1=C(C=CC=C1)O 4,4-bis(hydroxyphenyl)valeric acid